monophenyl-boric acid C1(=CC=CC=C1)OB(O)O